(S)-7-hydroxy-N-((R)-1,2,3,4-tetrahydronaphthalen-1-yl)-1,2,3,4-tetrahydroisoquinoline-3-carboxamide hydrochloride Cl.OC1=CC=C2C[C@H](NCC2=C1)C(=O)N[C@@H]1CCCC2=CC=CC=C12